C=C(C)C1=CC(=C(N1)C1=NC=CC=C1OC(F)(F)F)C(=O)O 5-(prop-1-en-2-yl)-2-(3-(trifluoromethoxy)pyridin-2-yl)-1H-pyrrole-3-carboxylic acid